FC(OC1=CC=CC=2C(N(C3C(CC(C21)C3)=O)C)=O)F 7-(difluoromethoxy)-2-methyl-2,3,5,6-tetrahydro-3,6-methanobenzo[c]azocine-1,4-dione